C(#N)C=1C=C(C=NC1OC(F)F)NC(=O)[C@H]1C[C@](C2=C1C=NC=1N2N=C(C1)F)(C1=NN(C=C1)C)C (6S,8R)-N-(5-cyano-6-(difluoromethoxy)pyridin-3-yl)-2-fluoro-8-methyl-8-(1-methyl-1H-pyrazol-3-yl)-7,8-dihydro-6H-cyclopenta[e]pyrazolo[1,5-a]pyrimidine-6-carboxamide